N=1C=NN2C1C=C(C=C2)OC2=C(C=C(C=C2)NC2=NC=NC1=CC=3OC[C@H]4N(C3N=C12)CCOC4)C (S)-N-(4-([1,2,4]triazolo[1,5-a]pyridin-7-yloxy)-3-methylphenyl)-1,2,4a,5-tetrahydro-4H-[1,4]oxazino[4,3-d]pyrimido[4',5':5,6]pyrido[3,2-b][1,4]oxazin-11-amine